5-(N,N-dimethylsulfamoyl)-N-(5-ethylthiazol-2-yl)-2-(isopropyl(methyl)amino)benzamide CN(S(=O)(=O)C=1C=CC(=C(C(=O)NC=2SC(=CN2)CC)C1)N(C)C(C)C)C